BrCCC=1N(C(SC1)=O)C(Cl)(Cl)Cl 2-bromoethyl-3-trichloromethyl-thiazolinone